tert-butyl (R)-(1-(5-bromo-2-methyl-3-(trifluoromethyl)phenyl)ethyl)-carbamate BrC=1C=C(C(=C(C1)[C@@H](C)NC(OC(C)(C)C)=O)C)C(F)(F)F